4-xylylmethane C1=C(C(=C(C=C1)C)C)C